C(C)(C)(C)OC(CC1(CCN(CC1)C1=CC(=C(NCCC(=O)O)C=C1F)F)O)=O 3-[4-[4-(2-tert-butoxy-2-oxo-ethyl)-4-hydroxy-1-piperidyl]-2,5-difluoro-anilino]propanoic acid